C(#C)C1=C(N[C@H](C)C2=CC(=CC=3C(C(=C(OC32)C3=CC=CC=C3)C)=O)C)C=CC=C1 8-[(1R)-1-(2-ethynylanilino)ethyl]-3,6-dimethyl-2-phenyl-benzopyran-4-one